C(CC)(=O)O.C(CC)(=O)O.ON(CC=O)CC hydroxyoxo-bis-ethylamine dipropionate